benzyl-1,2-propylenediamine C(C1=CC=CC=C1)NC(CN)C